2-(methoxydimethylsilyl)ethylsuccinic anhydride CO[Si](CCC1C(=O)OC(C1)=O)(C)C